N[C@H](C(=O)O)CNC(=O)NC(C)C (S)-2-amino-3-(3-isopropylureido)propanoic acid